CN1N=CC(=C1)CNC(C=CC)=O N-((1-methyl-1H-pyrazol-4-yl)methyl)but-2-enamide